(4R)-4-{2-bromo-7-oxo-4H-[1,2,4]triazolo[1,5-a]pyrimidin-5-yl}pentanoate BrC1=NN2C(NC(=CC2=O)[C@@H](CCC(=O)[O-])C)=N1